N[C@@H]1[C@@H](OCC12CCN(CC2)C=2N=CC(=NC2CO)SC2=CC=1NC=3C(CCCC3C1N=C2Cl)O)C 3-((5-((3S,4S)-4-amino-3-methyl-2-oxa-8-azaspiro[4.5]decan-8-yl)-6-(hydroxymethyl)pyrazin-2-yl)thio)-2-chloro-6,7,8,9-tetrahydro-5H-pyrido[3,2-b]indol-6-ol